[Be].OC1=C(C=CC=C1)C1=NC=CC=C1.OC1=C(C=CC=C1)C1=NC=CC=C1 bis(2-(2-hydroxyphenyl)-pyridine) beryllium